COCC1=C(N=CC=2NC3=CC=C(C=C3C21)OCC=2OC=CN2)C(=O)OCC ethyl 4-(methoxymethyl)-6-(oxazol-2-ylmethoxy)-9H-pyrido[3,4-b]indole-3-carboxylate